tert-butyl N-[(1r,4r)-4-[(2-cyclopropylethyl)[2-(2,6-dioxopiperidin-3-yl)-1-oxo-3H-isoindol-4-yl]amino]-1-methylcyclohexyl]carbamate C1(CC1)CCN(C1CCC(CC1)(C)NC(OC(C)(C)C)=O)C1=C2CN(C(C2=CC=C1)=O)C1C(NC(CC1)=O)=O